O=C1CC(=CC=C1)C(C(=O)OCC)C ethyl 3-oxophenylpropionate